5-[4-(3-Azabicyclo[3.1.0]hexane-3-yl)-3-(trifluoromethyl)phenyl]-3,6-dihydro-2H-1,3,4-oxadiazin-2-one C12CN(CC2C1)C1=C(C=C(C=C1)C1=NNC(OC1)=O)C(F)(F)F